FC=1C=C2[C@@H]([C@H]([C@@H](NC2=CC1)C)C)NC(OCC1=CC=CC=C1)=O |r| rac-benzyl ((2S,3S,4R)-6-fluoro-2,3-dimethyl-1,2,3,4-tetrahydroquinolin-4-yl)carbamate